C1(CC1)C(C=1C=C(N)C=CC1)(F)F 3-[cyclopropyl-(difluoro)methyl]aniline